BrC/C=C/CNC(OC(C)(C)C)=O tert-butyl (E)-(4-bromobut-2-en-1-yl)carbamate